The molecule is an organic cation obtained by protonation of the tertiary amino group of (4aS,10bR)-noroxomaritidine; major species at pH 7.3. It is an ammonium ion derivative and an organic cation. It is a conjugate acid of a (4aS,10bR)-noroxomaritidine. It is an enantiomer of a (4aR,10bS)-noroxomaritidine(1+). COC1=C(C=C2C[NH+]3CC[C@]4([C@@H]3CC(=O)C=C4)C2=C1)O